3-(6-fluoro-5-(hydroxymethyl)pyridin-3-yl)piperidine-2,6-dione FC1=C(C=C(C=N1)C1C(NC(CC1)=O)=O)CO